C(C)(C)NCC1=CC=C(C=C1)NC1=NC=C(C(=N1)NCC=1C(=NC=CC1)N(S(=O)(=O)C)C)C(F)(F)F N-[3-({[2-({4-[(isopropylamino)methyl]phenyl}amino)-5-(trifluoromethyl)pyrimidin-4-yl]amino}methyl)pyridin-2-yl]-N-methylmethane-sulfonamide